O\C(=C/C(C(=O)OCC)=O)\C=1C=C2N=CC=NC2=CC1 ethyl (Z)-4-hydroxy-2-oxo-4-(quinoxalin-6-yl)-3-butenoate